tert-butyl 2,2-difluoro-6-[4-(methoxycarbonyl)-2-[(oxan-4-ylmethyl)amino]phenyl]-7-azaspiro[3.5]nonane-7-carboxylate FC1(CC2(C1)CC(N(CC2)C(=O)OC(C)(C)C)C2=C(C=C(C=C2)C(=O)OC)NCC2CCOCC2)F